N1CCC(CC1)NC(=O)C1=NNC=C1 N-piperidin-4-yl-1H-pyrazole-3-carboxamide